C(CCC=C)OC1=CC=C(C=C1)/C(=C/C(=O)OCC)/[Sn](CCCC)(CCCC)CCCC Ethyl (Z)-3-[4-(pent-4-en-1-yloxy)phenyl]-3-(tributylstannyl)acrylate